2-(tetrahydro-2H-pyran-4-yl)propan O1CCC(CC1)C(C)C